C(C)(C)(C)C1=CN=C(O1)CSC1=CN=C(S1)NC(=O)N1CCN(CC1)C1CCN(CC1)CC=1C(=C2C(N(C(C2=CC1)=O)C1C(NC(CC1)=O)=O)=O)F N-(5-(((5-(tert-butyl)oxazol-2-yl)methyl)thio)thiazol-2-yl)-4-(1-((2-(2,6-dioxopiperidin-3-yl)-4-fluoro-1,3-dioxoisoindolin-5-yl)methyl)piperidin-4-yl)piperazine-1-carboxamide